(5-(3,5-difluorophenyl)-4,5-dihydro-1H-pyrazol-1-yl)(3-(((1-methyl-1H-benzo[d]imidazol-5-yl)oxy)methyl)bicyclo[1.1.1]pentan-1-yl)methanone FC=1C=C(C=C(C1)F)C1CC=NN1C(=O)C12CC(C1)(C2)COC2=CC1=C(N(C=N1)C)C=C2